(R)-2-((((R)-1-(benzyloxy)propan-2-yl)oxy)methyl)oxirane C(C1=CC=CC=C1)OC[C@@H](C)OC[C@@H]1OC1